ClC1=CC(=NC(=C1)N1[C@@H](CCC1)C)C=O (R)-4-chloro-6-(2-methylpyrrolidin-1-yl)picolinaldehyde